CN(C1(CCC2(CN(C(N2CC2(CCC2)O)=O)C2=CC=C(C#N)C=C2)CC1)C1=CC=CC=C1)C 4-[8-dimethylamino-1-[(1-hydroxy-cyclobutyl)-methyl]-2-oxo-8-phenyl-1,3-diazaspiro[4.5]decan-3-yl]-benzonitrile